isopropyl (S)-6-diazo-2-((S)-2-isopropoxybutanamido)-5-oxohexanoate [N+](=[N-])=CC(CC[C@@H](C(=O)OC(C)C)NC([C@H](CC)OC(C)C)=O)=O